C(CCCCCCCCC(=O)OC1CC(N(C(C1)(C)C)C)(C)C)(=O)OC methyl (1,2,2,6,6-pentamethylpiperidin-4-yl) sebacate